C(#N)C1=C(C=CC(=N1)[C@@H]1CC[C@H](CC1)CN(C(=O)[C@@H]1CC[C@H](CC1)C(=O)O)C1=CC(=CC=C1)C1=CN=C(S1)C1CC1)OC trans-4-(((trans-4-(6-Cyano-5-methoxypyridin-2-yl)cyclohexyl)-methyl)(3-(2-cyclopropylthiazol-5-yl)phenyl)carbamoyl)cyclohexane-carboxylic acid